ClC=1C2=C(N3C1CN(CC3)C(CCOCC3NCC3)=O)N=CC(=C2)C(F)(F)F 2-((3-(5-chloro-3-(trifluoromethyl)-8,9-dihydropyrido[3',2':4,5]pyrrolo[1,2-a]pyrazin-7(6H)-yl)-3-oxopropoxy)methyl)azetidin